bis(4-hydroxy-2,5-dimethylphenyl)-3-methoxy-4-hydroxyphenylmethane OC1=CC(=C(C=C1C)C(C1=CC(=C(C=C1)O)OC)C1=C(C=C(C(=C1)C)O)C)C